tertbutyl methyl((5-methyl-4-oxo-4,5-dihydro-3H-imidazo[4,5-c]pyridin-2-yl)methyl)carbamate CN(C(OC(C)(C)C)=O)CC1=NC2=C(C(N(C=C2)C)=O)N1